1-(2-methoxyethyl)-3,5-dimethyl-4-nitro-pyrazole COCCN1N=C(C(=C1C)[N+](=O)[O-])C